[Si](C)(C)(C(C)(C)C)OCC=1N=CSC1S(=O)(N)=N 4-(((tert-butyldimethylsilyl)oxy)methyl)thiazole-5-sulfonimidamide